2-(2-Chlorophenyl)-4,4-dimethylpyrrolidine ClC1=C(C=CC=C1)C1NCC(C1)(C)C